(S)-8-chloro-6-(((4-chloropyridin-3-yl)(1-cyclopropyl-1H-1,2,3-triazol-4-yl)methyl)amino)-4-((5,6-difluoropyridin-3-yl)amino)quinoline-3-carbonitrile ClC=1C=C(C=C2C(=C(C=NC12)C#N)NC=1C=NC(=C(C1)F)F)N[C@H](C=1N=NN(C1)C1CC1)C=1C=NC=CC1Cl